CN1CC(OB(OC(C1)=O)C(C#CC1CCN(CC1)C(=O)OC(C)(C)C)NS(=O)(=O)C1=CC=C(C=C1)[N+](=O)[O-])=O tert-butyl 4-(3-(6-methyl-4,8-dioxo-1,3,6,2-dioxazaborocan-2-yl)-3-((4-nitrophenyl)sulfonamido)prop-1-yn-1-yl)piperidine-1-carboxylate